rac-(6R,7S)-7-(4-fluoro-2-methoxy-3-methylphenyl)-2,5-dioxaspiro[3.4]octane-6-carboxylic acid FC1=C(C(=C(C=C1)[C@H]1[C@@H](OC2(COC2)C1)C(=O)O)OC)C |r|